[Cl-].C(CCCCCCCCCCC)C(C1=CC=CC=C1)[N+](CC)(C)C dodecanyl-dimethyl-ethylbenzyl-ammonium chloride